methyl-6-pyridone CC=1NC(C=CC1)=O